CC1NC(CC1)C 2,5-dimethylpyrrolidine